BrC1=C(C=CC=C1)S.[Na] Sodium 2-bromothiophenol